4-((1R,5S)-8-azabicyclo[3.2.1]oct-3-ylamino)-3-acetyl-7-((4-(3-isopropyl-2-methyl-2H-indazol-5-yl)pyrimidin-2-yl)amino)-2H-benzopyran-2-one [C@H]12CC(C[C@H](CC1)N2)NC2=C(C(OC1=C2C=CC(=C1)NC1=NC=CC(=N1)C1=CC2=C(N(N=C2C=C1)C)C(C)C)=O)C(C)=O